7-amino-N-[(3R)-7-[(3S,4S)-3-amino-4-methoxypyrrolidin-1-yl]-2H,3H,4H-pyrano[2,3-b]pyridin-3-yl]-3-methylthieno[2,3-b]pyrazine-6-carboxamide NC1=C(SC2=NC(=CN=C21)C)C(=O)N[C@@H]2CC=1C(=NC(=CC1)N1C[C@@H]([C@H](C1)OC)N)OC2